N,N-bis[(4-methoxyphenyl)methyl]-2-(methylthio)-1-({5-[(pyrrolidin-1-yl)methyl]thiophene-2-yl}methyl)-1H-imidazo[4,5-c]quinolin-4-amine COC1=CC=C(C=C1)CN(C1=NC=2C=CC=CC2C2=C1N=C(N2CC=2SC(=CC2)CN2CCCC2)SC)CC2=CC=C(C=C2)OC